ClC=1C(=CC(=NC1)OC)C1=CC(=NN1)C(=O)N1CCC(CC1)C(=O)NC1C(N(CC1)C1=CC=CC=C1)=O (5-(5-chloro-2-methoxypyridin-4-yl)-1H-pyrazole-3-carbonyl)-N-(2-oxo-1-phenylpyrrolidin-3-yl)piperidine-4-carboxamide